ClC1=NC(=C2C(=N1)N(N=C2)[C@@H]2O[C@@H](C([C@H]2O)=C)CO)N2CC1C(C2)COC1 (2R,3R,5S)-2-(6-chloro-4-(tetrahydro-1H-furo[3,4-c]pyrrol-5(3H)-yl)-1H-pyrazolo[3,4-d]pyrimidin-1-yl)-5-(hydroxymethyl)-4-methylenetetrahydrofuran-3-ol